NCC(CN1N=CN(C1=O)CC1=CC=C(S1)/C=C/C1=CC2=C(OCC(N2)=O)N=C1)=C(F)F 7-[(E)-2-[5-[[1-[2-(aminomethyl)-3,3-difluoro-allyl]-5-oxo-1,2,4-triazol-4-yl]methyl]-2-thienyl]vinyl]-1H-pyrido[2,3-b][1,4]oxazin-2-one